3-(((E)-3-butyldec-2-enoyl)oxy)-2-(((((1-methylpyrrolidin-3-yl)methoxy)carbonyl)oxy)methyl)propyl (9Z,12Z)-octadeca-9,12-dienoate C(CCCCCCC\C=C/C\C=C/CCCCC)(=O)OCC(COC(\C=C(\CCCCCCC)/CCCC)=O)COC(=O)OCC1CN(CC1)C